C1(=CC=C(C=C1)C(=C)N1C(C2=CC=CC=C2C1=O)=O)C 2-(1-(p-tolyl)vinyl)isoindoline-1,3-dione